FC1=C(C=CC=C1C(F)(F)F)CN1CC(N(C(C1)C)C(C(C)C)=O)C(=O)NCC1=CC=C(C=C1)C=1OC=CC1 4-{[2-fluoro-3-(trifluoromethyl)phenyl]methyl}-N-{[4-(furan-2-yl)phenyl]methyl}-6-methyl-1-(2-methylpropanoyl)piperazine-2-carboxamide